cinnolin-Hydrochlorid Cl.N1=NC=CC2=CC=CC=C12